ClC=1C=C(C=C(C1)F)N(C(NCC1CCC(CC1)COCC(=O)O)=O)C1=CC=CC=C1 2-(((1r,4r)-4-((3-(3-chloro-5-fluorophenyl)-3-phenylureido)methyl)cyclohexyl)methoxy)acetic acid